CC=1N=C(C2=C(N1)C=NC(=C2)C2CCC(CC2)C(=O)O)N[C@H](C)C2=CC(=CC(=C2)C(F)(F)F)[N+](=O)[O-] (1R,4R)-4-(2-methyl-4-((1-(3-nitro-5-(trifluoromethyl)phenyl)ethyl)amino)pyrido[3,4-d]pyrimidin-6-yl)cyclohexane-1-carboxylic acid